5-chloro-oxazolo[5,4-b]pyridine-2-thiol ClC1=CC=C2C(=N1)OC(=N2)S